1-butylethane-1,2-diamine C(CCC)C(CN)N